F\C(=C\C1=CC=CC=C1)\OC=1C=C(C=CC1)\C(\C)=N\OCC1=C(C=CC=C1)\C(\C(=O)NC)=N/OC (2E)-2-{2-[({[(1E)-1-(3-{[(E)-1-Fluoro-2-phenylethenyl]oxy}phenyl)ethylidene]-amino}oxy)methyl]phenyl}-2-(methoxyimino)-N-methylethanamide